C(C)(C)(C)OC(=O)N1C[C@H](O[C@@H](C1)C(F)(F)F)CO (2s,6s)-2-(hydroxymethyl)-6-(trifluoromethyl)morpholine-4-carboxylic acid tert-butyl ester